(3S,8R,9S,10R,13S,14S)-10,13-dimethyl-17-pyridin-3-yl-2,3,4,7,8,9,11,12,14,15-decahydro-1H-cyclopenta[a]phenanthren C[C@]12[C@H]3CC[C@@]4(C(=CC[C@H]4[C@@H]3CC=C2CCCC1)C=1C=NC=CC1)C